7-methoxy-6-(1,2,3-trihydroxy-3-methylbutyl)-2H-chromen-2-one COC1=C(C=C2C=CC(OC2=C1)=O)C(C(C(C)(C)O)O)O